CN(C)CCOCCOC=1C=C2C(N(C(C2=CC1[N+](=O)[O-])=O)CCCC(=O)O)=O 5-(2-(dimethylaminoethyl-oxy)ethyl)oxy-6-nitro-N-carboxypropylisoindoline-1,3-dione